FC(C=1C=C(C=CC(=O)O)C=CC1)(F)F m-trifluoromethyl-cinnamic acid